magnesium-calcium borate B([O-])([O-])[O-].[Ca+2].[Mg+2]